FC=1C(=C(C(=O)NOC(C)(C)C)C=CC1F)NC1=C(C=C(C=C1)I)F 3,4-difluoro-2-(2-fluoro-4-iodoanilino)-N-[(2-methylpropan-2-yl)oxy]Benzamide